O=C1NC(CCC1N1C(C2=CC=C(C=C2C1)CNC(C)=O)=O)=O N-((2-(2,6-dioxopiperidin-3-yl)-1-oxoisoindolin-5-yl)methyl)acetamide